2-(2,4-difluorophenyl)-1-(((2-(4-fluorophenyl)-3-(pyridin-4-yl)pyrazolo[1,5-a]pyridin-6-yl)methyl-d2)amino)-3-(1H-1,2,4-triazol-1-yl)propan-2-ol FC1=C(C=CC(=C1)F)C(CNC([2H])([2H])C=1C=CC=2N(C1)N=C(C2C2=CC=NC=C2)C2=CC=C(C=C2)F)(CN2N=CN=C2)O